tert-butyl (S)-(1-oxo-1-((2-phenoxyphenyl)amino)propan-2-yl)carbamate O=C([C@H](C)NC(OC(C)(C)C)=O)NC1=C(C=CC=C1)OC1=CC=CC=C1